ClC1=CC=C(C=C1)C1=C(N(C(N1C[C@@H](C(F)(F)F)O)=O)CC1=NN(C(=N1)[C@H](C)O)C1=C(C=CC=C1)Cl)C#N 5-(4-chlorophenyl)-3-((1-(2-chlorophenyl)-5-((S)-1-hydroxyethyl)-1H-1,2,4-triazol-3-yl)methyl)-2-oxo-1-((S)-3,3,3-trifluoro-2-hydroxypropyl)-2,3-dihydro-1H-imidazole-4-carbonitrile